4-[(2-chloropyrimidin-4-yl)oxymethyl]-3-[(E)-2-ethoxyvinyl]benzonitrile ClC1=NC=CC(=N1)OCC1=C(C=C(C#N)C=C1)\C=C\OCC